5-bromo-3-[(E)-2-ethoxyvinyl]6-Fluoropyridin-2-amine BrC=1C=C(C(=NC1F)N)\C=C\OCC